BrC=1C(=C(C=CC1)C1=NC=C(C=O)C(=C1)OC)C 6-(3-bromo-2-methylphenyl)-4-methoxynicotinaldehyde